ClC=1C(=NC=NC1)C1=CNC2=CC(=CC=C12)C 5-chloro-4-(6-methyl-1H-indol-3-yl)pyrimidine